BrC1=NN(C(=C1)S(=O)(=O)N1CCC2(CCC(C2)N2CCOCC2)CC1)C 4-(8-((3-bromo-1-methyl-1H-pyrazol-5-yl)sulfonyl)-8-azaspiro[4.5]dec-2-yl)morpholine